2-cyano-1-(5-(1-(3-fluoro-2-thienylformyl)piperazine-4-yl)pentyl)-3-(4-pyridinyl)guanidine C(#N)N=C(NCCCCCN1CCN(CC1)C(=O)C=1SC=CC1F)NC1=CC=NC=C1